1-(2-(4-(4-((5-bromo-4-((2-(dimethylphosphono)-3,4-dimethylphenyl)amino)pyrimidine-2-yl)amino)-5-methoxy-2-(1-methyl-1H-pyrazol-4-yl)phenyl)piperazin-1-yl)-2-oxoethyl)piperidine BrC=1C(=NC(=NC1)NC1=CC(=C(C=C1OC)N1CCN(CC1)C(CN1CCCCC1)=O)C=1C=NN(C1)C)NC1=C(C(=C(C=C1)C)C)P(=O)(OC)OC